C(CCCCCCC\C=C/CCCCCCCC)N[C@@H](CS)C(=O)N OLEYLCYSTEINAMID